5-((7-methoxyisoquinolin-1-yl)amino)-N-((1,2,3,4-tetrahydronaphthalen-2-yl)methyl)pyridinecarboxamide COC1=CC=C2C=CN=C(C2=C1)NC=1C=CC(=NC1)C(=O)NCC1CC2=CC=CC=C2CC1